CN1N=NC2=C1C=CC(=C2C)[C@@H](CC(=O)O)C=2C=C(C1=C(C=CS1)C2)CN2C[C@H](OC1=C([C@@H]2C)N=C(C=C1)O)C (3S)-3-(1,4-dimethyl-1H-benzotriazol-5-yl)-3-(7-{[(2R,5S)-7-hydroxy-2,5-dimethyl-2,3-dihydropyrido[2,3-f][1,4]oxazepin-4(5H)-yl]methyl}-1-benzothien-5-yl)propanoic acid